N1(CCCC1)CCC(=C)C1=CC=C(C=C1)C N-pyrrolidinyl-3-p-tolylbut-3-ene